N-((S)-1-(3-chloro-4-fluorophenyl)-2-hydroxyethyl)-1-(2-(((S)-1-hydroxybutan-2-yl)amino)-5-methylpyrimidin-4-yl)-1H-pyrrole-3-carboxamide ClC=1C=C(C=CC1F)[C@@H](CO)NC(=O)C1=CN(C=C1)C1=NC(=NC=C1C)N[C@H](CO)CC